isopentenyl diphosphate dimethylallyl-diphosphate CC(=CCOP(O)(=O)OP(=O)(O)O)C.O(P(O)(=O)OP(=O)(O)O)CCC(=C)C